C(C)(C)(C)OC(=O)NCCN(CCNC1=NC(=CC=2NC=3C=C(C=CC3C21)C(=O)OC)CC2=CSC=C2)C Methyl 1-((2-((2-((tert-butoxycarbonyl) amino) ethyl) (methyl) amino) ethyl) amino)-3-(thien-3-ylmethyl)-5H-pyrido[4,3-b]indole-7-carboxylate